1-(7-amino-4,5-dihydro-1H-benzo[d]azepin-3(2H)-yl)ethanone NC1=CC2=C(CCN(CC2)C(C)=O)C=C1